2-(3-bromophenyl)-8-chloropyrido[3,4-d]Pyrimidine BrC=1C=C(C=CC1)C=1N=CC2=C(N1)C(=NC=C2)Cl